(E)-3-(4-(2-(tributylstannyl)vinyl)phenoxy)propanenitrile C(CCC)[Sn](/C=C/C1=CC=C(OCCC#N)C=C1)(CCCC)CCCC